[Pd].[Pd].C(C1=CC=CC=C1)=CC(=O)C=CC1=CC=CC=C1 dibenzylidene-acetone dipalladium